2-(2-phenylthiazol-4-yl)-1H-naphth[2,3-d]imidazole-4,9-dione C1(=CC=CC=C1)C=1SC=C(N1)C1=NC2=C(N1)C(C1=CC=CC=C1C2=O)=O